7-fluoro-2-(4-(methylsulfonyl)phenyl)-1H-benzo[d]imidazole FC1=CC=CC2=C1NC(=N2)C2=CC=C(C=C2)S(=O)(=O)C